3-Chloropropyl (5-(7-fluoro-4-oxo-3,4-dihydrophthalazin-1-yl)-1H-benzimidazol-2-yl)carbamate FC1=CC=C2C(NN=C(C2=C1)C1=CC2=C(NC(=N2)NC(OCCCCl)=O)C=C1)=O